ethyl 6-chloro-7-[(2S,4S)-4-fluoro-2-(hydroxymethyl)pyrrolidin-1-yl]-4-oxo-1-(pyrazin-2-yl)-1,4-dihydroquinoline-3-carboxylate ClC=1C=C2C(C(=CN(C2=CC1N1[C@@H](C[C@@H](C1)F)CO)C1=NC=CN=C1)C(=O)OCC)=O